D-prolyl-L-arginine N1[C@H](CCC1)C(=O)N[C@@H](CCCNC(N)=N)C(=O)O